ClC1=NC=CC(=C1)OC=1C(=NC(=C(C1)C)CC)C 3-((2-chloropyridin-4-yl)oxy)-6-ethyl-2,5-dimethylpyridine